C(CCCCCCCCCCCC)S 1-tridecanethiol